4-(2-fluoro-6-(trifluoromethyl)phenyl)butanoic acid FC1=C(C(=CC=C1)C(F)(F)F)CCCC(=O)O